7-methyl-5,6,7,8-tetrahydro-1,7-naphthyridine-3-carboxamide CN1CCC=2C=C(C=NC2C1)C(=O)N